N-[1-(4-bromo-2-methyl-phenyl)-2-[tert-butyl-(dimethyl)silyl]oxy-ethyl]-2-methoxy-benzamide BrC1=CC(=C(C=C1)C(CO[Si](C)(C)C(C)(C)C)NC(C1=C(C=CC=C1)OC)=O)C